NC1=C2C(=NC=N1)N(N=C2N(C)C)C(C)C=2OC1=CC=CC(=C1C(C2C2=CC(=CC=C2)F)=O)F 2-(1-(4-amino-3-(dimethylamino)-1H-pyrazolo[3,4-d]pyrimidin-1-yl)ethyl)-5-fluoro-3-(3-fluorophenyl)-4H-chromen-4-one